C1(=C(C=CC=C1)C1=NC=CC=C1)C (2-tolyl)pyridine